(2S,4S)-1-((R)-2-(2-naphthoylamino)-3-cyclohexylpropionyl)-N-(1-amino-1,2-dioxohex-5-en-3-yl)-4-(5-(2-hydroxypropan-2-yl)-1H-1,2,3-triazol-1-yl)pyrrolidine-2-carboxamide C1=C(C=CC2=CC=CC=C12)C(=O)N[C@@H](C(=O)N1[C@@H](C[C@@H](C1)N1N=NC=C1C(C)(C)O)C(=O)NC(C(C(=O)N)=O)CC=C)CC1CCCCC1